N-[[4-[[(2-pyridinylmethyl)amino]methyl]phenyl]methyl]-N-(5,6,7,8-tetrahydro-8-quinolinyl)-benzamide N1=C(C=CC=C1)CNCC1=CC=C(C=C1)CN(C(C1=CC=CC=C1)=O)C1CCCC=2C=CC=NC12